ethyl 1-((3-amino-4-methoxybenzo[d]isoxazol-6-yl) methyl)-1H-pyrazole-4-carboxylate NC1=NOC2=C1C(=CC(=C2)CN2N=CC(=C2)C(=O)OCC)OC